ClC=1C=C(C=CC1)S 3-Chloro-benzenethiol